CN(CC#CCC)C 1-dimethylamino-2-pentyne